C(C1=CC=CC=C1)N1[C@H](CN(CC1)C(=O)C=1C(=NC=CC1)NCCC(C)C)C (S)-(4-benzyl-3-methylpiperazin-1-yl)(2-(isopentylamino)pyridin-3-yl)methanone